β-methyl-adipic acid CC(CC(=O)O)CCC(=O)O